O[C@H](CC)C12CC(CC(N1C(=O)OC(C)(C)C)C2)C tert-butyl cis-1-((R)-1-hydroxypropyl)-3-methyl-6-azabicyclo[3.1.1]heptane-6-carboxylate